4-(((1-ethyl-6-(isoindolin-2-ylmethyl)-2-oxo-1,2-dihydropyridin-3-yl)oxy)methyl)piperidine-1-sulfonic acid C(C)N1C(C(=CC=C1CN1CC2=CC=CC=C2C1)OCC1CCN(CC1)S(=O)(=O)O)=O